C(C)(C)(C)OC(=O)N1[C@H](CCC1)C=1N=C2N(C=C(N=C2)Br)C1.BrC=1N=CC=2N(C1)C=C(N2)C2N(CCC2)C(=O)OC(C)(C)C |r| tert-butyl 2-{6-bromoimidazo[1,2-a]pyrazin-2-yl}pyrrolidine-1-carboxylate rac-tert-Butyl-2-{6-bromoimidazo[1,2-a]pyrazin-2-yl}pyrrolidine-1-carboxylate